C(CCC)[C@@]1(CS(C2=C(N(C1)C1=CC=C(C=C1)F)C=C(C(=C2)O)SC)(=O)=O)C (S)-3-butyl-5-(4-fluorophenyl)-8-hydroxy-3-methyl-7-(methylsulfanyl)-2,3,4,5-tetrahydro-1,5-benzothiazepine 1,1-dioxide